CC1=C(C=2N(C=C1C=1NC3=CC=C(C=C3C1C(C)C)C1CN(C1)CC(=O)N(C)C)C=NN2)C 2-(3-(2-(7,8-Dimethyl-[1,2,4]triazolo[4,3-a]pyridin-6-yl)-3-isopropyl-1H-indol-5-yl)azetidin-1-yl)-N,N-dimethylacetamid